C(\C=C(\C)/CCC=C(C)C)C(C)(C)O Z-geranyl-isopropanol